3,5-bistrifluoromethylbenzeneboronic acid FC(C=1C=C(C=C(C1)C(F)(F)F)B(O)O)(F)F